8-bromo-N-(2-methoxybenzyl)-4-(2-methoxyethyl)-3-methyl-5-oxo-2,3,4,5-tetrahydrobenzofuro[2,3-f][1,4]oxazepine-3-carboxamide BrC1=CC2=C(C=C1)C1=C(C(N(C(CO1)(C(=O)NCC1=C(C=CC=C1)OC)C)CCOC)=O)O2